FC1CN(CCC1)C1=C(C=C2C(=N1)N=C(O2)N2CCOCC2)NC(=O)C=2N=C(OC2)C2=CC(=NC=C2)C N-(5-(3-fluoropiperidin-1-yl)-2-morpholinooxazolo[4,5-b]pyridin-6-yl)-2-(2-methylpyridin-4-yl)oxazole-4-carboxamide